6-[3-bromo-5-chloro-4-(2-hydroxybutoxy)phenyl]-5-methyl-4,5-dihydro-2H-pyridazin-3-one BrC=1C=C(C=C(C1OCC(CC)O)Cl)C=1C(CC(NN1)=O)C